(S)-(2-bromoethyl) ethylene oxide BrCC[C@H]1CO1